FC1=C(C=CC=C1C(F)(F)F)C1=C(N=C(C=2N1N=CC2)N2CCC1(CC2)[C@@H](C=2C(=NC=CC2)C1)N)C (5S)-1'-[7-[2-fluoro-3-(trifluoromethyl)phenyl]-6-methyl-pyrazolo[1,5-a]pyrazin-4-yl]spiro[5,7-dihydrocyclopenta[b]pyridine-6,4'-piperidine]-5-amine